CC1(C(N(CC1)C(=O)OC(C)(C)C)=O)N1N=C(N=N1)C=1C(=NC=CC1)NC1=CC=C(C=C1)S(F)(F)(F)(F)F tert-butyl 3-methyl-2-oxo-3-[5-[2-[4-(pentafluoro-λ6-sulfanyl)anilino]-3-pyridyl]tetrazol-2-yl]pyrrolidine-1-carboxylate